BrC1=C2C(=NN(C2=CC(=C1C)Cl)C1OCCCC1)I 4-bromo-6-chloro-3-iodo-5-methyl-1-(tetrahydro-2H-pyran-2-yl)-1H-indazole